ClC=1C=C2CC3(C(C2=CC1)O)CN(C3)C 5'-chloro-1-methyl-1',3'-dihydro-spiro[azetidine-3,2'-indene]-1'-ol